6-chloro-4-{4-[(1H-indol-7-yl)methyl]piperazin-1-yl}-1-methyl-2-oxo-1,2-dihydro-1,5-naphthyridine-3-carbonitrile ClC=1N=C2C(=C(C(N(C2=CC1)C)=O)C#N)N1CCN(CC1)CC=1C=CC=C2C=CNC12